ClC=1C=C2C=CNC2=C(C1)C=1C(N(CCC1)C)CO (3-(5-chloro-1H-indol-7-yl)-1-methyl-1,2,5,6-tetrahydropyridin-2-yl)methanol